C(C)NC(=O)NC1=NC=C2C=C(C=NC2=C1)C=1C=NC(=CC1C)[C@@H](CC)O (R)-1-ethyl-3-(3-(6-(1-hydroxypropyl)-4-methylpyridin-3-yl)-1,6-naphthyridin-7-yl)urea